4-Amino-3-hydroxy-1-naphthalenesulphonic acid NC1=C(C=C(C2=CC=CC=C12)S(=O)(=O)O)O